2-(trifluoromethyl)quinoxalin FC(C1=NC2=CC=CC=C2N=C1)(F)F